O=C1N(CC2(C1)CCN(CC2)C(=O)OC(C)(C)C)C=2C=NC(=NC2)C(F)(F)F tert-butyl 3-oxo-2-(2-(trifluoromethyl)pyrimidin-5-yl)-2,8-diazaspiro[4.5]decane-8-carboxylate